1-(6-aminobenzo[d][1,3]dioxolan-5-yl)-4-hydroxybutan-1-one NC=1C(=CC2=C(OCO2)C1)C(CCCO)=O